The molecule is a D-alpha-amino acid zwitterion that is D-phenylalanine in which a proton has been transferred from the carboxy group to the amino group. It is the major species at pH 7.3. It is an enantiomer of a L-phenylalanine zwitterion. It is a tautomer of a D-phenylalanine. C1=CC=C(C=C1)C[C@H](C(=O)[O-])[NH3+]